BrC=1C=C(C(N(C1O)C1=CC=C(C=C1)F)=O)C(=O)NC1=CC(=C(C=C1)OC1=CC=NC2=CC(=C(C=C12)OC)OC)F 5-bromo-N-(4-((6,7-dimethoxyquinolin-4-yl)oxy)-3-fluorophenyl)-1-(4-fluorophenyl)-6-hydroxy-2-oxo-1,2-dihydropyridine-3-carboxamide